5-nitrobenzo[d]oxazole-2(3H)-thione [N+](=O)([O-])C=1C=CC2=C(NC(O2)=S)C1